O=[As]C1=CC=C(C=C1)NC(CCCC)=O N-(4-(oxoarsanyl)phenyl)pentanamide